(+)-2-[3-(3,4-dihydroxyphenyl)-1-oxo-2-propenyl]oxy-3,4-dihydroxyphenylpropionic acid OC=1C=C(C=CC1O)C=CC(=O)OC1=C(C=CC(=C1O)O)C(C(=O)O)C